SC(CO)CCCO 2-sulfydryl-1,5-pentanediol